ClC1=C(C=C(OCC(=O)N[C@@H]2CN[C@H](CC2)C=2OC(=NN2)OCCO[C@H]2C(C2)(F)F)C=C1)F 2-(4-chloro-3-fluorophenoxy)-N-[(3s,6R)-6-(5-{2-[(1R)-2,2-difluorocyclopropoxy]ethoxy}-1,3,4-oxadiazol-2-yl)piperidin-3-yl]acetamide